4-(6-chloro-8-fluoro-2-(((2R,7aS)-2-fluorotetrahydro-1H-pyrrolizin-7a(5H)-yl)methoxy)-4-(octahydro-1H-cyclopenta[b]pyrazin-1-yl)quinazolin-7-yl)-7-fluorobenzo[d]thiazol-2-amine ClC=1C=C2C(=NC(=NC2=C(C1C1=CC=C(C2=C1N=C(S2)N)F)F)OC[C@]21CCCN1C[C@@H](C2)F)N2C1C(NCC2)CCC1